2-(4-bromo-2-fluoro-3-methylphenyl)acetic acid BrC1=C(C(=C(C=C1)CC(=O)O)F)C